6-chloro-1-((R)-2-methylazetidin-1-yl)-4-(1-(oxetan-3-yl)ethyl)-2,7-naphthyridine ClC=1C=C2C(=CN=C(C2=CN1)N1[C@@H](CC1)C)C(C)C1COC1